2-(1-methyl-1H-pyrazol-3-yl)cyclopentan-1-one CN1N=C(C=C1)C1C(CCC1)=O